(4-(6-hydroxyhexyl)piperazine-2,6-diyl)bis(hexane-6,1-diyl) bis(2-heptylnonanoate) C(CCCCCC)C(C(=O)OCCCCCCC1NC(CN(C1)CCCCCCO)CCCCCCOC(C(CCCCCCC)CCCCCCC)=O)CCCCCCC